(4-(6-chloropyridin-2-yl)-6-(isopropylamino)-1,3,5-triazin-2-ylamino)pyridinecarbonitrile ClC1=CC=CC(=N1)C1=NC(=NC(=N1)NC(C)C)NC=1C(=NC=CC1)C#N